(+/-)-isopropyl (1S,3S)-3-(4-(5-(isopropoxymethyl)-1-methyl-1H-1,2,3-triazol-4-yl)phenoxy)cyclohexane-1-carboxylate C(C)(C)OCC1=C(N=NN1C)C1=CC=C(O[C@@H]2C[C@H](CCC2)C(=O)OC(C)C)C=C1 |r|